3-(2-chloro-3-(5-fluoro-6-(oxazol-2-ylmethyl)pyridin-3-yl)phenyl)piperidine-2,6-dione ClC1=C(C=CC=C1C=1C=NC(=C(C1)F)CC=1OC=CN1)C1C(NC(CC1)=O)=O